1-(2-methoxyethyl)-4-[3-methoxy-4-(4,4,5,5-tetramethyl-1,3,2-dioxaborolan-2-yl)phenyl]-5-methyl-pyrazole COCCN1N=CC(=C1C)C1=CC(=C(C=C1)B1OC(C(O1)(C)C)(C)C)OC